chromium-copper-gold [Au].[Cu].[Cr]